2,2'-(Imidazo[1,5-b]pyridazine-5,7-diyl)diphenol N=1N2C(C=CC1)=C(N=C2C2=C(C=CC=C2)O)C2=C(C=CC=C2)O